methyl (S)-2-((tert-butoxycarbonyl)amino)-3-(5-chloro-2-((1-methyl-1H-pyrazol-4-yl)oxy)pyridine-3-yl)propanoate C(C)(C)(C)OC(=O)N[C@H](C(=O)OC)CC=1C(=NC=C(C1)Cl)OC=1C=NN(C1)C